N-(7-(4-(4-((5-amino-7-(butylamino)-2H-pyrazolo[4,3-d]pyrimidin-2-yl)methyl)-3-methoxyphenyl)piperazin-1-yl)-7-oxoheptyl)stearamide NC=1N=C(C=2C(N1)=CN(N2)CC2=C(C=C(C=C2)N2CCN(CC2)C(CCCCCCNC(CCCCCCCCCCCCCCCCC)=O)=O)OC)NCCCC